bis(ethylbenzene) nickel [Ni].C(C)C1=CC=CC=C1.C(C)C1=CC=CC=C1